tributyl-(4-hexylphenyl)tin C(CCC)[Sn](C1=CC=C(C=C1)CCCCCC)(CCCC)CCCC